N-(4-((3-fluoro-2-methoxyphenyl)amino)-2-methyl-3-oxo-2,3-dihydro-1H-pyrazolo[3,4-b]pyridin-6-yl)cyclopropanecarboxamide 3-endo-8-Methyl-8-azabicyclo[3.2.1]oct-3-yltropate CN1C2CC(CC1CC2)C=2C=C(C(C(=O)O)CO)C=CC2.FC=2C(=C(C=CC2)NC2=C1C(=NC(=C2)NC(=O)C2CC2)NN(C1=O)C)OC